C(CCCCCCC)OC1=C(C=CC=C1)[N+](=O)[O-] Nitrophenyl Octyl Ether